FC=1C=C2C=C(NC2=CC1OCC=1N=CSC1)CNC([C@H](C)O)=O (S)-N-((5-fluoro-6-(thiazol-4-ylmethoxy)-1H-indol-2-yl)methyl)-2-hydroxypropanamide